(3RS)-1-(2,4-difluorophenyl)-N-[(1R*)-indan-1-yl]-5-oxopyrrolidine-3-carboxamide FC1=C(C=CC(=C1)F)N1C[C@@H](CC1=O)C(=O)N[C@@H]1CCC2=CC=CC=C12 |&1:10,o1:17|